FC1=CN2CC(CC3=CC(=C(C1=C23)F)F)NC(OC(C)(C)C)=O tert-butyl (1,8,9-trifluoro-5,6-dihydro-4H-pyrrolo[3,2,1-ij]quinolin-5-yl)carbamate